CC1(CC1)NC(O[C@H]1C[C@H](CC1)C1=CC(=NN1)NC1=NC=CC(=C1)C#N)=O (1R,3S)-3-(3-((4-cyanopyridin-2-yl)amino)-1H-pyrazol-5-yl)cyclopentyl (1-methylcyclopropyl)carbamate